2-amino-2,4-dimethylpent-4-en-1-ol NC(CO)(CC(=C)C)C